CC1C(NCCC1)=O 3-methylpiperidine-2-one